O[C@@]1(CC[C@@H]2[C@H]3CC[C@]4(C(C3CCC2C1)[C@H]1[C@@H]([C@@H]4C(CN4N=CC(=C4)C)=O)CCC1)C)C 1-((2R,4aS,4bR,6aS,7S,7aS,8aR,8bR,8cR,10aR)-2-hydroxy-2,6a-dimethyloctadecahydrocyclopenta[4,5]cyclopenta[1,2-a]phenanthren-7-yl)-2-(4-methyl-1H-pyrazol-1-yl)ethan-1-one